(1-Methyl-hexyl)-phenyl-p-tolyl-amine CC(CCCCC)N(C1=CC=C(C=C1)C)C1=CC=CC=C1